NC=1C(NC2=C3C=CC=NC3=C(C=C2C1C1=C2C=NNC2=C(C=C1)F)OC1CC(C1)OC)=O 3-amino-4-(7-fluoro-1H-indazol-4-yl)-6-((1s,3s)-3-methoxycyclobutoxy)-1,7-phenanthrolin-2(1H)-one